5-(difluoromethoxy)-2-(4-{[(3R)-1-methylpiperidin-3-yl]amino}-7,8-dihydro-5H-Pyrano[3,4-d]pyridazin-1-yl)phenol FC(OC=1C=CC(=C(C1)O)C1=C2C(=C(N=N1)N[C@H]1CN(CCC1)C)COCC2)F